C(C)OC(=O)N1C2C=CC(C1)CC2C=2C=NC=CC2 7-(3-pyridinyl)-2-azabicyclo[2.2.2]Oct-5-ene-2-carboxylic acid ethyl ester